FC=1C=C(C=CC1F)[C@H]([C@H]1CNC2=C(O1)N=CC(=C2)C=2C=NN(C2)C)NCCC2=CC=C(C#N)C=C2 |&1:8| 4-(2-(((R and S)-(3,4-difluorophenyl)((R)-7-(1-methyl-1H-pyrazol-4-yl)-2,3-dihydro-1H-pyrido[2,3-b][1,4]oxazin-3-yl)methyl)amino)ethyl)benzonitrile